diphenylsulfonium tetrakis(pentafluorophenyl)borate FC1=C(C(=C(C(=C1[B-](C1=C(C(=C(C(=C1F)F)F)F)F)(C1=C(C(=C(C(=C1F)F)F)F)F)C1=C(C(=C(C(=C1F)F)F)F)F)F)F)F)F.C1(=CC=CC=C1)[SH+]C1=CC=CC=C1